aluminum monochloride triacrylate C(C=C)(=O)[O-].C(C=C)(=O)[O-].C(C=C)(=O)[O-].[Al+3]Cl